1-(2,2-dimethylpropyl)-5-methyl-4-(4,4,5,5-tetramethyl-1,3,2-dioxaborolan-2-yl)pyrazole CC(CN1N=CC(=C1C)B1OC(C(O1)(C)C)(C)C)(C)C